FC=1C=C2C(=NC1N)NN=C2N 5-fluoro-1H-pyrazolo[3,4-b]pyridine-3,6-diamine